O1CCN(CC12CCNCC2)C(=O)O.C2(=CC=CC=C2)N2N(CC=C2)CC(=O)SCCNC(CCNC([C@@H](C(COP(OP(OC[C@@H]2[C@H]([C@H]([C@@H](O2)N2C=NC=1C(N)=NC=NC21)O)OP(=O)(O)O)(=O)O)(=O)O)(C)C)O)=O)=O phenylpyrazolineacetyl-coenzyme A 1-oxa-4,9-diazaspiro[5.5]undecane-4-carboxylate